C(=O)C1=CC=C2C=C(N=CC2=C1)NC(OC(C)(C)C)=O tert-butyl N-(7-formylisoquinolin-3-yl)carbamate